(4S)-N-carbobenzoxy-5-(3-(benzyloxy)phenyl)-5-hydroxy-4-methyl-oxazolidine C(=O)(OCC1=CC=CC=C1)N1COC([C@@H]1C)(O)C1=CC(=CC=C1)OCC1=CC=CC=C1